N1=C2C(=NC=C1)NC=C2C=2SC=C(N2)C=2C=C(C=CC2)[C@]2(C(N(CC2)CC(F)(F)F)=O)O (R)-3-(3-(2-(5H-Pyrrolo[2,3-b]pyrazin-7-yl)thiazol-4-yl)phenyl)-3-hydroxy-1-(2,2,2-trifluoroethyl)pyrrolidin-2-one